2-[rac-(5s,7s)-7-fluoro-5-phenyl-6,7-dihydro-5H-pyrrolo[1,2-b][1,2,4]triazole-2-carbonyl]-cyclopropanecarbonitrile F[C@H]1C[C@H](N2N=C(N=C21)C(=O)C2C(C2)C#N)C2=CC=CC=C2 |r|